ClC=1C(=NC=CC1C=1C=C(C=CC1)CNC(OC(C)(C)C)=O)N1CCOCC1 tert-butyl ({3-[3-chloro-2-(morpholin-4-yl)pyridin-4-yl]phenyl}methyl)carbamate